C(C)(C)(C)OC(=O)N1C(=C2N(C=NC2=C1O)COCC[Si](C)(C)C)O 1-((2-(trimethylsilyl)ethoxy)methyl)-4,6-dihydroxypyrrolo[3,4-d]imidazole-5(1H)-carboxylic acid tert-butyl ester